C[Si](CCOCOC1(CC1)C=O)(C)C 1-((2-(Trimethylsilyl)ethoxy)methoxy)cyclopropane-1-carbaldehyde